N1(CCCCCC1)C=1N=C(C2=C(C=NNC2=O)N1)NC1=CC=C(OCCN2CCC(CC2)CC(=O)O)C=C1 2-(1-(2-(4-((2-(azepan-1-yl)-5-oxo-5,6-dihydropyrimido[4,5-d]pyridazin-4-yl)amino)phenoxy)ethyl)piperidin-4-yl)acetic acid